4-((5-(2-methyl-5-(pyridin-4-yl)-3H-imidazolo[4,5-b]pyridin-3-yl)pyridin-2-yl)methyl)morpholine CC1=NC=2C(=NC(=CC2)C2=CC=NC=C2)N1C=1C=CC(=NC1)CN1CCOCC1